C(C)OC1=NS(N=C1NC)(=O)=O 3-ethoxy-4-(methylamino)-1,2,5-thiadiazole 1,1-dioxide